N-[(1R,3S)-3-{[6-fluoro-2-(trifluoromethyl)quinolin-4-yl]amino}cyclohexyl]-3-(2-methylpropanamido)benzamide FC=1C=C2C(=CC(=NC2=CC1)C(F)(F)F)N[C@@H]1C[C@@H](CCC1)NC(C1=CC(=CC=C1)NC(C(C)C)=O)=O